N=1C=NN2C1C=C(C=C2)OC2=C(C=C(C=C2)NC2=NC=NC1=CC=C3C(=C21)OC[C@@H]2N3CCN(C2)C(=O)OC(C)(C)C)C tert-butyl (R)-4-((4-([1,2,4]triazolo[1,5-a]pyridin-7-yloxy)-3-methylphenyl)amino)-6a,7,9,10-tetrahydropyrazino[1',2':4,5][1,4]oxazino[2,3-f]quinazoline-8(6H)-carboxylate